(R,E)-3-(2-((4-(2-(4-chlorophenyl)-2,3-dihydrobenzo[b][1,4]dioxin-5-yl)piperidin-1-yl)methyl)-1-((4-methyloxazol-5-yl)methyl)-1H-imidazol-5-yl)acrylic acid ClC1=CC=C(C=C1)[C@@H]1COC2=C(O1)C=CC=C2C2CCN(CC2)CC=2N(C(=CN2)/C=C/C(=O)O)CC2=C(N=CO2)C